ClC=1N=C(C=2N(C1)N=CC2)C=NO 6-chloropyrazolo[1,5-a]pyrazine-4-carbaldehyde oxime